N-(1,5-dimethylpyrazol-4-yl)sulfonyl-2-[(4S)-2,2,4-trimethylpyrrolidin-1-yl]pyridine-3-carboxamide CN1N=CC(=C1C)S(=O)(=O)NC(=O)C=1C(=NC=CC1)N1C(C[C@@H](C1)C)(C)C